C(C)OC(=O)C1=NN2C(C(NCC2)=O)=C1C 3-methyl-4-oxo-4,5,6,7-tetrahydropyrazolo[1,5-a]pyrazine-2-carboxylic acid ethyl ester